1-dodecyl-4-(2-hydroxyethyl)pyridineisophthalic acid methyl ester benzenesulfonate C1(=CC=CC=C1)S(=O)(=O)O.COC(C1=CC(C(=O)O)=CC=C1C=1N(CC=C(C1)CCO)CCCCCCCCCCCC)=O